ClC1=CC=C(OCC2=NN=C(S2)NC(C2=CN=C(C=C2C2=C(C=CC=C2)OC)C2CC2)=O)C=C1 N-(5-((4-Chlorophenoxy)methyl)-1,3,4-thiadiazol-2-yl)-6-cyclopropyl-4-(2-methoxyphenyl)nicotinamide